4-(4-piperidinyl)-3-hydroxyisothiazole hydrobromide salt Br.N1CCC(CC1)C=1C(=NSC1)O